2-Amino-N-(1-{8-chloro-5-[(3S)-3-fluoropyrrolidin-1-yl]imidazo[1,5-a]-pyridin-6-yl}ethyl)pyrazolo[1,5-a]-pyrimidine-3-carboxamide bistrifluoro-acetate FC(C(=O)O)(F)F.FC(C(=O)O)(F)F.NC1=NN2C(N=CC=C2)=C1C(=O)NC(C)C=1C=C(C=2N(C1N1C[C@H](CC1)F)C=NC2)Cl